[1-(2-chloro-6-nitro-phenyl)-2-piperidyl]methanol ClC1=C(C(=CC=C1)[N+](=O)[O-])N1C(CCCC1)CO